2-ethynyl-N-phenylbenzamide C(#C)C1=C(C(=O)NC2=CC=CC=C2)C=CC=C1